9-(1-(4-chlorophenyl)naphthalen-2-yl)-9H-carbazole ClC1=CC=C(C=C1)C1=C(C=CC2=CC=CC=C12)N1C2=CC=CC=C2C=2C=CC=CC12